FC1=CC=C(C=C1)N1N(C2=CC=CC=C2C1=O)C 2-(4-fluorophenyl)-1-methyl-1H-indazol-3(2H)-one